(1R,3S)-3-(1-(tert-butyl)-5-(1-(non-8-yn-1-yl)-1H-pyrazole-5-carboxamido)-1H-pyrazol-3-yl)cyclopentyl isopropylcarbamate C(C)(C)NC(O[C@H]1C[C@H](CC1)C1=NN(C(=C1)NC(=O)C1=CC=NN1CCCCCCCC#C)C(C)(C)C)=O